ClC=1C=C(C(NC1)=O)[C@@H]1CN2[C@H](CO1)CN(CC2)C(=O)C=2C(=C(C=C(C2)F)C=2C=C(NC2)C#N)Cl 4-[3-[(3R,9aS)-3-(5-Chloro-2-oxo-1H-pyridin-3-yl)-3,4,6,7,9,9a-hexahydro-1H-pyrazino[2,1-c][1,4]oxazin-8-carbonyl]-2-chloro-5-fluorophenyl]-1H-pyrrol-2-carbonitril